NC1=NN(C2=C(C=CC=C12)OCCCN1[C@H](CN(C[C@H]1C)C(=O)OCC1=CC=CC=C1)C)C (3s,5r)-benzyl 4-(3-((3-amino-1-methyl-1H-indazol-7-yl) oxy) propyl)-3,5-dimethylpiperazine-1-carboxylate